ClC1=NC=C(C(=N1)C1=CNC2=C(C=CC=C12)F)OC 3-(2-chloro-5-methoxypyrimidin-4-yl)-7-fluoro-1H-indole